(1-methyl-1H-pyrazol-5-yl)[6'-methyl-2'-(quinolin-3-yl)-5',6'-dihydrospiro[azetidine-3,4'-pyrrolo[1,2-b]pyrazol]-1-yl]methanone CN1N=CC=C1C(=O)N1CC2(CC(N3N=C(C=C32)C=3C=NC2=CC=CC=C2C3)C)C1